ClC1=C(C2=C(CN(CCO2)C(C(C(F)F)(C)C)=O)C=N1)C#N 8-chloro-4-(3,3-difluoro-2,2-dimethyl-propanoyl)-3,5-dihydro-2H-pyrido[3,4-f][1,4]oxazepine-9-carbonitrile